(S)-3'-(((R)-tert-butylsulfinyl)amino)-3'H-dispiro[cyclopropane-1,1'-indene-2',4''-piperidine]-1''-carboxylic acid tert-butyl ester C(C)(C)(C)OC(=O)N1CCC2(CC1)C1(C3=CC=CC=C3[C@H]2N[S@](=O)C(C)(C)C)CC1